CC1=CC=C(C=C1)S(=O)(=O)O.C(CCC)C=1OC2=C(N1)C=C(C=C2)OC\C(\CN)=C\F (E)-2-(((2-butylbenzo[d]oxazol-5-yl)oxy)methyl)-3-fluoroprop-2-en-1-amine 4-methylbenzenesulfonate